3,4-dichloro-2-iodophenol ClC=1C(=C(C=CC1Cl)O)I